1-isopropyl-3-(4-methyl-2-(pyrrolidin-1-yl)quinolin-6-yl)thiourea C(C)(C)NC(=S)NC=1C=C2C(=CC(=NC2=CC1)N1CCCC1)C